3-{[2-(4-chlorophenyl)imidazo[1,2-a]pyridin-3-yl]methyl}-N-(2,6-difluorophenyl)-3,8-diazabicyclo[3.2.1]octane-8-carboxamide ClC1=CC=C(C=C1)C=1N=C2N(C=CC=C2)C1CN1CC2CCC(C1)N2C(=O)NC2=C(C=CC=C2F)F